C1(CC1)N1C(C2=CC=CC=C2C(=C1)C(C)NC)=O 2-cyclopropyl-4-(1-(methylamino)ethyl)isoquinolin-1(2H)-one